((S)-2-cyano-1-(4-(ethylsulfonyl)phenyl)ethyl)-4-((S)-3-(4-(trifluoromethyl)phenoxy)pyrrolidin-1-yl)benzamide C(#N)C[C@@H](C1=CC=C(C=C1)S(=O)(=O)CC)C1=C(C(=O)N)C=CC(=C1)N1C[C@H](CC1)OC1=CC=C(C=C1)C(F)(F)F